4-[(Aminoiminomethyl)amino]benzoic acid 6-(aminoiminomethyl)-2-naphthalenyl ester dimethanesulfonate CS(=O)(=O)O.CS(=O)(=O)O.NN=CC=1C=C2C=CC(=CC2=CC1)OC(C1=CC=C(C=C1)NC=NN)=O